6-((3-(2-methoxyethyl)-2-oxo-3,4-dihydroquinazoline-1(2H)-yl)methyl)nicotinohydrazide COCCN1C(N(C2=CC=CC=C2C1)CC1=NC=C(C(=O)NN)C=C1)=O